ClC1=C(C=CC=C1)N1C=2N(C3=C(C1=O)C=NC(=N3)NC3=CC1=C(CCN(CC1)C)C=C3)C=CN2 6-(2-chlorophenyl)-2-[(3-methyl-2,3,4,5-tetrahydro-1H-3-benzazepin-7-yl)amino]imidazo[1,2-a]pyrimido[5,4-e]pyrimidin-5(6H)-one